1-hydroxyl-Cyclobutane OC1CCC1